4,4'-methylenebis(2,6-dimethoxymethylphenol) C(C1=CC(=C(C(=C1)COC)O)COC)C1=CC(=C(C(=C1)COC)O)COC